(R)-3-(7-chloro-10-(3-(4-chloro-3,5-dimethylphenoxy)propyl)-3-ethyl-1-oxo-6-(1,3,5-trimethyl-1H-pyrazol-4-yl)-3,4-dihydropyrazino[1,2-a]indol-2(1H)-yl)benzoic Acid ClC=1C=CC=2C(=C3N(C2C1C=1C(=NN(C1C)C)C)C[C@H](N(C3=O)C=3C=C(C(=O)O)C=CC3)CC)CCCOC3=CC(=C(C(=C3)C)Cl)C